(R)-3-methoxy-4-((1-methoxybutan-2-yl)amino)-N-(5-(5-methyl-1H-pyrazol-1-yl)-1,3,4-thiadiazol-2-yl)-2-oxo-2H-pyran-6-carboxamide COC=1C(OC(=CC1N[C@@H](COC)CC)C(=O)NC=1SC(=NN1)N1N=CC=C1C)=O